5-{[(tert-butoxy)carbonyl]amino}pentanoic acid C(C)(C)(C)OC(=O)NCCCCC(=O)O